1-Palmitoyl-2-arachidonyl-sn-glycero-3-phosphoethanolamine C(CCCCCCCCCCCCCCC)(=O)OC[C@@H](OCCCC\C=C/C\C=C/C\C=C/C\C=C/CCCCC)COP(=O)(O)OCCN